4-((3-carbamoyl-6-(2-chloro-6-fluorophenyl)pyridazin-4-yl)amino)benzoic acid C(N)(=O)C=1N=NC(=CC1NC1=CC=C(C(=O)O)C=C1)C1=C(C=CC=C1F)Cl